NC\C=C(\CN1N=NC2=C1C=C(C=C2C2=CC(=CC=C2)S(=O)(=O)C)C(=O)N2CCCC2)/F (Z)-(1-(4-amino-2-fluorobut-2-en-1-yl)-4-(3-(methylsulfonyl)phenyl)-1H-benzo[d][1,2,3]triazol-6-yl)(pyrrolidin-1-yl)methanone